N-(1-methyl-1H-tetrazol-5-yl)-2-(((2-oxo-3-phenyloxazolidin-4-yl)methoxy)methyl)-6-(trifluoromethyl)nicotinamide CN1N=NN=C1NC(C1=C(N=C(C=C1)C(F)(F)F)COCC1N(C(OC1)=O)C1=CC=CC=C1)=O